1-(6-(isoquinolin-8-yl)pyrido[2,3-b]pyrazin-2-yl)-4-methylpiperidin-4-amine C1=NC=CC2=CC=CC(=C12)C=1C=CC=2C(=NC=C(N2)N2CCC(CC2)(N)C)N1